5-hydroxy-3,3-dimethyl-indolin-2-one OC=1C=C2C(C(NC2=CC1)=O)(C)C